C(C)(C)(C)OC(C(NC([C@@H](N)C)=O)C1=CC=CC=C1)=O alanyl-phenylglycine-t-butylester